FC=1C=C(C=CC1C1=C(C=NC=C1OC)F)NC([C@H](C(C1=CC=CC=C1)C1=CC=CC=C1)NC(OC(C)(C)C)=O)=O tert-butyl ((2S)-1-((3-fluoro-4-(3-fluoro-5-methoxypyridin-4-yl)phenyl)amino)-1-oxo-3,3-diphenylpropan-2-yl)carbamate